Cl.FC(C1=CC=C(C=C1)NC(=N)NC(=N)N)(F)F [4-(trifluoromethyl)phenyl]biguanide hydrochloride